C[C@H]1CC[C@@H]([C@@H](C1)O)C(=C)C (1R,2R,5S)-5-methyl-2-prop-1-en-2-ylcyclohexan-1-ol